OCCC=1C=2N(N=C(C1)C=1C=C3C=CN(C(C3=CC1)=O)C1CCN(CC1)C(=O)OC(C)(C)C)C=C(N2)C tert-butyl 4-[6-[8-(2-hydroxyethyl)-2-methyl-imidazo[1,2-b]pyridazin-6-yl]-1-oxo-2-isoquinolyl]piperidine-1-carboxylate